(1R,2S,3R,5R)-3-(4-Amino-5-bromo-7H-pyrrolo[2,3-d]pyrimidin-7-yl)-5-((3-(((4-fluorophenethyl)amino)methyl)azetidin-1-yl)methyl)cyclopentane-1,2-diol NC=1C2=C(N=CN1)N(C=C2Br)[C@H]2[C@@H]([C@@H]([C@H](C2)CN2CC(C2)CNCCC2=CC=C(C=C2)F)O)O